C(CC)(=O)O[C@H]1[C@H](OC(CC)=O)[C@@H](OC(CC)=O)[C@H](OC(CC)=O)[C@H](O1)COC(CC)=O β-glucose pentapropionate